N1=CC=C(C=C1)CNC1=NC=C(C=N1)C1=CC2=C(NC(N2)=O)C=C1 5-(2-((Pyridin-4-ylmethyl)amino)pyrimidin-5-yl)-1H-benzo[d]imidazol-2(3H)-one